6-Amino-4-((4-fluoro-2-hydroxyphenyl)amino)-N-phenylpyridineamide NC1=CC(=CC(=N1)C(=O)NC1=CC=CC=C1)NC1=C(C=C(C=C1)F)O